5-[4-amino-5-(trifluoromethyl)pyrrolo[2,1-f][1,2,4]triazin-7-yl]-N-{4-fluoro-1-[(3-methylphenyl)methyl]pyrrolidin-3-yl}-2-methoxypyridine-3-carboxamide NC1=NC=NN2C1=C(C=C2C=2C=C(C(=NC2)OC)C(=O)NC2CN(CC2F)CC2=CC(=CC=C2)C)C(F)(F)F